C1(C=CCCCC1)=O 2-cyclohepten-1-one